phenyl (2-methyl-5-(trifluoromethoxy) phenyl)carbamate CC1=C(C=C(C=C1)OC(F)(F)F)NC(OC1=CC=CC=C1)=O